C(C)OC(=O)C=1N(C2=CC=CC=C2C1)C1CC(OCC1)(C)C (2,2-Dimethyltetrahydro-2H-pyran-4-yl)-1H-indole-2-carboxylic acid ethyl ester